(S)-N-(cyanamido(4-(hydroxymethyl)-5-(2-hydroxypropan-2-yl)thiazol-2-yl)(oxo)-λ6-sulfaneylidene)-2-(4-cyano-2,6-diisopropylphenyl)acetamide N(C#N)[S@](=NC(CC1=C(C=C(C=C1C(C)C)C#N)C(C)C)=O)(=O)C=1SC(=C(N1)CO)C(C)(C)O